5,7-dimethyl-4-octenoic acid CC(=CCCC(=O)O)CC(C)C